BrC=1SC2=C3C(CCCOC13)=C(NC2=O)C 1-bromo-5-methyl-4,6,7,8-tetrahydro-3H-9-oxa-2-thia-4-azabenzo[cd]azulene-3-one